2-(6-(4-(4-(4-((2-(2,6-dioxopiperidin-3-yl)-1-oxoisoindolin-4-yl)thio)butyl)piperazin-1-yl)piperidin-1-yl)-1-oxoisoindolin-2-yl)-2-(5-fluoro-2-hydroxyphenyl)-N-(thiazol-2-yl)acetamide O=C1NC(CCC1N1C(C2=CC=CC(=C2C1)SCCCCN1CCN(CC1)C1CCN(CC1)C1=CC=C2CN(C(C2=C1)=O)C(C(=O)NC=1SC=CN1)C1=C(C=CC(=C1)F)O)=O)=O